P(=O)(O)(O)O.C(C)(=O)NC=1C(=C(C2=CC=CC=C2C1)C1=CC=CC2=CC=CC=C12)O N-acetyl-binaphtholamine phosphate